N=1N(N=C2C1C=CC=C2)C=2C=C(C=C(C2O)C(C)(C)C)CCC(=O)OCCCCCCOC(CCC2=CC(=C(C(=C2)C(C)(C)C)O)N2N=C1C(=N2)C=CC=C1)=O 1,6-hexanediyl bis(3-(3-(2H-benzotriazol-2-yl)-4-hydroxy-5-tert-butylphenyl) propionate)